OC1C2=C(C=C(S2)C(F)(F)F)[C@@]2(C[C@@H](N(CC2)C(=O)OC(C)(C)C)C)OC1 tert-butyl (2'S,4R)-7-hydroxy-2'-methyl-2-(trifluoromethyl)spiro[6,7-dihydrothieno[3,2-c]pyran-4,4'-piperidine]-1'-carboxylate